2-hexyldecyl-3-ethyl-12-hexyl-6-isopropyl-10-oxo-9,11-dioxa-3,6-diaza-heneicosane C(CCCCC)C(CCCN(CCN(CCOC(OC(CCCCCCCCC)CCCCCC)=O)C(C)C)CC)CCCCCCCC